2-amino-3-carboxybenzoic acid methyl ester COC(C1=C(C(=CC=C1)C(=O)O)N)=O